FC=1C=C(C=C(C1F)C=1N=NC(=CC1)NC1C[C@@H]2[C@@H](CN(C2)CC2CCOCC2)C1)C(C(=O)N)(F)F (3,4-Difluoro-5-(6-(((3aR,5s,6aS)-2-((tetrahydro-2H-pyran-4-yl)methyl)octahydrocyclopenta[c]pyrrol-5-yl)amino)pyridazin-3-yl)phenyl)-2,2-difluoroacetamide